COC(C1=C(C=C(C=C1)C(C)(C)C#N)SCC)=O 4-(1-cyano-1-methyl-ethyl)-2-ethylsulfanyl-benzoic acid methyl ester